COCCN(CC#N)CCOC 2-(bis(2-methoxyethyl)amino)acetonitrile